oxalic acid trihydrate O.O.O.C(C(=O)O)(=O)O